C(C)C1=C(C=C2C=C(N=CC2=C1)NC(=O)[C@@H]1CC12CCOCC2)N2CCN(CC2)[C@]2(COC[C@H]2O)C (R)-N-(7-ethyl-6-(4-(4-(3S,4S)-hydroxy-3-methyltetrahydrofuran-3-yl)piperazin-1-yl)isoquinolin-3-yl)-6-oxaspiro[2.5]octane-1-carboxamide